3-{2-[2-(2-{[2-(2,6-dioxopiperidin-3-yl)-1,3-dioxoisoindol-5-yl]amino}ethoxy)ethoxy]ethoxy}propanoic acid O=C1NC(CCC1N1C(C2=CC=C(C=C2C1=O)NCCOCCOCCOCCC(=O)O)=O)=O